C(C=C)(=O)NN acrylic acid hydrazide